cyclopentyltri(n-pentoxy)silane C1(CCCC1)[Si](OCCCCC)(OCCCCC)OCCCCC